(1R,2S)-2-[3-[[6-(azetidin-1-yl)-5-methoxy-pyrimidin-4-yl]amino]-1H-indazol-6-yl]-5'-methoxy-spiro[cyclopropane-1,3'-indoline]-2'-one N1(CCC1)C1=C(C(=NC=N1)NC1=NNC2=CC(=CC=C12)[C@@H]1C[C@@]12C(NC1=CC=C(C=C21)OC)=O)OC